5-bromo-2-(difluoromethyl)-3-iodo-1-tosyl-1H-pyrrolo[2,3-b]pyridine BrC=1C=C2C(=NC1)N(C(=C2I)C(F)F)S(=O)(=O)C2=CC=C(C)C=C2